BrC1=CC=C2CC(C(OC2=C1)=O)F 7-bromo-3-fluorochromanone